sodium N,N-di(2-hydroxyethyl)-2-aminoethanesulfonate OCCN(CCS(=O)(=O)[O-])CCO.[Na+]